Cl.Cl.ClC=1C(=NC2=CC=C(C=C2C1)N1C(C(CC1)CCN(C)C)=O)N1CCNCC1 1-(3-chloro-2-piperazin-1-yl-6-quinolyl)-3-[2-(dimethylamino)ethyl]pyrrolidin-2-one dihydrochloride